ClC1=C(C=CC=C1)NC(=O)C1=CN=C2N1C=C(C=C2)C=2C=NC=CC2 N-(2-Chlorophenyl)-6-(pyridin-3-yl)imidazo[1,2-a]pyridine-3-carboxamide